NC1=C(C(=O)O)C=C(C(=C1)F)N(C)C 2-amino-5-(dimethylamino)-4-fluoro-benzoic acid